4-(3,8-diazabicyclo[3.2.1]octan-3-yl)-2-((1-((dimethylamino)methyl)-2,2-difluorocyclopropyl)methoxy)-5,8-dihydropyrido[3,4-d]pyrimidin C12CN(CC(CC1)N2)C=2C1=C(N=C(N2)OCC2(C(C2)(F)F)CN(C)C)CN=CC1